CC1=C(C=CC=C1)S(=O)(=O)N1N=C(C=C1)C(=O)NCC1=NC=C(C=C1)C 1-(2-methylbenzene-1-sulfonyl)-N-[(5-methylpyridin-2-yl)methyl]-1H-pyrazole-3-carboxamide